COC1=C(C=C(C=C1)OC)NC(=O)N1C[C@@](CC1)(C1=NC=CC=C1)C1=CC(=C(C=C1)C)F (S)-N-(2,5-dimethoxyphenyl)-3-(3-fluoro-4-methylphenyl)-3-(pyridin-2-yl)pyrrolidine-1-carboxamide